diphenylmethylene(4-phenyl-indenyl)(2,7-di-t-butyl-9-fluorenyl)zirconium dichloride [Cl-].[Cl-].C1(=CC=CC=C1)C(C1=CC=CC=C1)=[Zr+2](C1C2=CC(=CC=C2C=2C=CC(=CC12)C(C)(C)C)C(C)(C)C)C1C=CC2=C(C=CC=C12)C1=CC=CC=C1